4-[5-(4-methylpiperidin-1-yl)-1-[[(2S)-morpholin-2-yl]methyl]pyrrolo[3,2-b]pyridin-6-yl]benzonitrile CC1CCN(CC1)C1=C(C=C2C(=N1)C=CN2C[C@@H]2CNCCO2)C2=CC=C(C#N)C=C2